1-(oxazol-2-ylmethyl)-2-((4-(6-(pyridin-4-ylmethoxy)pyridin-2-yl)piperazin-1-yl)methyl)-1H-benzo[d]imidazole-6-carboxylic acid O1C(=NC=C1)CN1C(=NC2=C1C=C(C=C2)C(=O)O)CN2CCN(CC2)C2=NC(=CC=C2)OCC2=CC=NC=C2